2-(morpholin-4-yl)pyridin-4-amine N1(CCOCC1)C1=NC=CC(=C1)N